2-(2-(difluoromethoxy)-7-methylquinoxalin-5-yl)benzo[d]Thiazol-7-yl-carbamic acid benzyl ester C(C1=CC=CC=C1)OC(NC1=CC=CC=2N=C(SC21)C2=C1N=CC(=NC1=CC(=C2)C)OC(F)F)=O